N1(C=NC=C1)C(=O)OCC=1N=NC=2CCCC(C2C1)C (5-methyl-5,6,7,8-tetrahydrocinnolin-3-yl)methyl 1H-imidazole-1-carboxylate